isopropyl 3,5-difluoro-4-((4-((fluorosulfonyl)oxy)phenoxy)methyl)benzoate FC=1C=C(C(=O)OC(C)C)C=C(C1COC1=CC=C(C=C1)OS(=O)(=O)F)F